N1=CC=CC2=CC=CC(=C12)S(=O)(=O)NC1=C(C=CC=C1)C#CC=1C=CC=NC1 5-{2-[2-(Chinolin-8-sulfonamido)phenyl]ethynyl}pyridin